OC=1C=C2C(=CC=NC2=CC1)C(=O)OC methyl 6-hydroxyquinoline-4-carboxylate